(E)-2,2'-((2-(3-(4-(3,5-dimethoxystyryl)phenoxy)-2,2-bis(hydroxymethyl)propoxy)propane-1,3-diyl)bis(oxy))bis(propane-1,3-diol) COC=1C=C(/C=C/C2=CC=C(OCC(COC(COC(CO)CO)COC(CO)CO)(CO)CO)C=C2)C=C(C1)OC